BrC1=CN=CC(=N1)NC(=O)C1NCC(C1)(C)F N-(6-bromopyrazin-2-yl)-4-fluoro-4-methylpyrrolidine-2-carboxamide